N(=[N+]=[N-])C[C@H]1OCC1 (2S)-2-(azidomethyl)oxetane